1-(4-carboxybenzyl)-3-methylimidazole chloride [Cl-].C(=O)(O)C1=CC=C(CN2CN(C=C2)C)C=C1